ClC=1C=C(CNC(=O)[C@]2(C=3C=CC=NC3[C@H](CC2)O)F)C=C(C1)Cl (5s,8s)-N-(3,5-dichlorobenzyl)-5-fluoro-8-hydroxy-5,6,7,8-tetrahydroquinoline-5-carboxamide